O(C1=CC=CC=C1)C1=C(C2=CC=CC=C2C=C1)CCl 2-(phenoxy)-1-(chloromethyl)naphthalene